C(=O)OCC=C(C)C PRENYL FORMATE